N1=CN=C(C2=C1NC=C2)C=2C(=NC=CC2)NC=2C=CC(=C(C2)NC(C2=CC(=CC=C2)C(F)(F)F)=O)F N-(5-(3-(7H-pyrrolo[2,3-d]pyrimidin-4-yl)pyridin-2-ylamino)-2-fluorophenyl)-3-(trifluoromethyl)benzamide